C(C)(C)(C)OC(=O)N1CC(C1)CNC1(CC1)C.C(C)N1CCOCC1 N-Ethyl-morpholine tert-butyl-3-(((1-methylcyclopropyl)amino)methyl)azetidine-1-carboxylate